5-{4-[(2-{1H-Indol-3-yl}ethyl)amino]quinazolin-2-yl}nicotinonitrile N1C=C(C2=CC=CC=C12)CCNC1=NC(=NC2=CC=CC=C12)C=1C=NC=C(C#N)C1